1-iododibenzo[B,d]thiophen-2-ol IC1=C(C=CC=2SC3=C(C21)C=CC=C3)O